benzoic acid [(4S,5R)-5-fluoro-3-(trifluoromethyl)-1,4,5,6-tetrahydrocyclopenta[c]pyrazol-4-yl] ester F[C@H]1[C@H](C2=C(NN=C2C(F)(F)F)C1)OC(C1=CC=CC=C1)=O